1-Ethyl-2-methyl-3-(4-cyanatophenyl)-5-cyanatoindan C(C)C1C(C(C2=CC(=CC=C12)OC#N)C1=CC=C(C=C1)OC#N)C